3-heptyl-2,2-propanediol C(CCCCCC)CC(C)(O)O